C(C)(C)(C)OC(=O)N1C[C@@H](N(CC1)C=1C2=C(N=CN1)N(C=C2N2[C@@H](COCC2)C)C2=NC=CC(=C2)Cl)C (S)-4-(7-(4-Chloropyridin-2-yl)-5-((R)-3-methylmorpholino)-7H-pyrrolo[2,3-d]pyrimidin-4-yl)-3-methylpiperazine-1-carboxylic acid tert-butyl ester